FC=1C=C(C=C)C=CC1F 3,4-difluorostyrene